(S)-2-(2-(3-(4-(trifluoromethyl)phenyl)ureido)acetamido)pentanoic acid FC(C1=CC=C(C=C1)NC(NCC(=O)N[C@H](C(=O)O)CCC)=O)(F)F